C(C1=CC=CC=C1)OOCC1=CC=CC=C1 Benzylperoxid